1-methyl-4-(3-phenylbut-3-en-1-yl)piperazine CN1CCN(CC1)CCC(=C)C1=CC=CC=C1